C(C)(C)(C)OC(=O)N1CCN(CC1)C1=NC2=CC=CC=C2N=C1C 4-(3-Methylquinoxalin-2-yl)piperazine-1-carboxylic acid tert-butyl ester